(4,6-diamino-1,3,5-triazin-2-yl)acetic acid NC1=NC(=NC(=N1)N)CC(=O)O